N1C=NC2=C1C=CC(=C2)N2C(OC[C@@H]2C2=CC=C(C=C2)OCCCC(F)F)=O (S)-3-(1H-benzo[d]imidazol-5-yl)-4-(4-(4,4-difluorobutoxy)phenyl)oxazolidin-2-one